N-[3-(3-cyclohexylpropoxy)phenyl]-2-methyl-4-[(pyrimidin-4-yl)methoxy]aniline C1(CCCCC1)CCCOC=1C=C(C=CC1)NC1=C(C=C(C=C1)OCC1=NC=NC=C1)C